Cl.N1(CCCCC1)CCCNC(=O)C1=C(C2=C(N(C1=O)C(C)C)SC=C2)O 4-hydroxy-7-isopropyl-6-oxo-6,7-dihydro-thieno[2,3-b]pyridine-5-carboxylic acid (3-piperidin-1-yl-propyl)-amide hydrochloride